NCC(C(=O)O)C1=CC=C(C=C1)OC 3-amino-2-(4-methoxyphenyl)propionic acid